O=C1NC(CCC1C1=NN(C2=CC(=CC=C12)NC(CN1CCC(CC1)CCCOC1=C(C(=CC=C1)B1OC(C(O1)(C)C)(C)C)C)=O)C)=O N-(3-(2,6-dioxopiperidin-3-yl)-1-methyl-1H-indazol-6-yl)-2-(4-(3-(2-methyl-3-(4,4,5,5-tetramethyl-1,3,2-dioxaborolan-2-yl)phenoxy)propyl)piperidin-1-yl)acetamide